[Fe-3](C#N)(C#N)(C#N)(C#N)(C#N)C#N.[Cr+3].[K+] potassium chromium ferricyanide